4-(2-bromo-5-fluoro-phenoxy)thiane 1,1-dioxide BrC1=C(OC2CCS(CC2)(=O)=O)C=C(C=C1)F